N-(2-carbamoyl-4-chloro-6-methyl-phenyl)-2-(3-chloro-2-pyridyl)-5-[[5-(3-cyanophenyl)tetrazol-2-yl]methyl]pyrazole-3-carboxamide C(N)(=O)C1=C(C(=CC(=C1)Cl)C)NC(=O)C=1N(N=C(C1)CN1N=C(N=N1)C1=CC(=CC=C1)C#N)C1=NC=CC=C1Cl